4-((6-bromohexyl)oxy)-2-(2-oxocyclohexyl)isoindoline-1,3-dione BrCCCCCCOC1=C2C(N(C(C2=CC=C1)=O)C1C(CCCC1)=O)=O